2-(2-((tert-butyldimethylsilyl)oxy)vinyl)isoindoline-1,3-dione [Si](C)(C)(C(C)(C)C)OC=CN1C(C2=CC=CC=C2C1=O)=O